3-(hexahydrocyclopenta[c]pyrrol-2(1H)-yl)-8,9-dihydropyrido[3',2':4,5]imidazo[1,2-a]pyrazin C1N(CC2C1CCC2)C2=CC=1N=C3N(CCN=C3)C1N=C2